tin lead-calcium [Ca].[Pb].[Sn]